N1=NN(C2=NC=CC=C21)C2=CC(=C(C(=O)N(C1=NC=CC=C1C=C)[C@H]1CNCCC1)C=C2)F (R)-4-(3H-[1,2,3]triazolo[4,5-b]pyridin-3-yl)-2-fluoro-N-(piperidin-3-yl)-N-(3-vinylpyridin-2-yl)benzamide